ClC1=C(C#N)C(=CC=C1C#N)Cl 2,6-dichloro-isophthalonitrile